C(#N)C1=C(C=C2C=C(N=NC2=C1)C1=C(C=CC=C1)O)C=1N=NN(C1)[C@H](C(=O)O)C(C)C (2S)-2-{4-[7-cyano-3-(2-hydroxyphenyl)cinnolin-6-yl]-1,2,3-triazol-1-yl}-3-methylbutanoic acid